CN1C2=C(N(C(C(C1=O)C)=O)C1=CC(=CC=C1)C1=NN=NN1)C=CC1=CC=CC=C12 1,3-dimethyl-5-[3-(1H-tetrazol-5-yl)phenyl]-1H-naphtho[1,2-b][1,4]diazepine-2,4(3H,5H)-dione